2-[1-[2-(3,9-Diazaspiro[5.5]undecan-3-yl)-6-methyl-4-oxo-chromen-8-yl]ethylamino]benzoic acid C1CN(CCC12CCNCC2)C=2OC1=C(C=C(C=C1C(C2)=O)C)C(C)NC2=C(C(=O)O)C=CC=C2